FC=1C(=CC=C2C=C(NC12)C)O 7-fluoro-2-methylindole-6-ol